C(=O)(O)N=C=N carboxy-carbodiimide